C(C)(=O)N(N(C(=O)C1=CC=2C3=C(C(=NC2C=C1)N)C=NN3C)CC=3SC1=C(N3)C=C(C=C1)C(F)(F)F)C N'-acetyl-4-amino-N',1-dimethyl-N-((5-(trifluoromethyl)benzo[d]thiazol-2-yl)methyl)-1H-pyrazolo[4,3-c]quinoline-8-carbohydrazide